C12(C(CC(CC1)C2(C)C)O)C endo-(-)-Borneol